3-phenylpropan-2-yne C1(=CC=CC=C1)C#CC